[N+](=O)([O-])C1=CC=C(C=C1)C=1N=C(SC1)C1=C(C=C(C=C1)C(F)(F)F)O 2-(4-(4-nitrophenyl)thiazol-2-yl)-5-(trifluoromethyl)phenol